2,4-dioxo-1,2,3,4-tetrahydrothieno[2,3-d]pyrimidin-6-sulfonamide O=C1NC(C2=C(N1)SC(=C2)S(=O)(=O)N)=O